OC(CC(=O)SCCNC(CCNC([C@@H](C(COP(OP(OC[C@@H]1[C@H]([C@H]([C@@H](O1)N1C=NC=2C(N)=NC=NC12)O)OP(=O)(O)O)(=O)O)(=O)O)(C)C)O)=O)=O)CCC(=O)O 3-hydroxyadipoyl-CoA